3-(cyclopropylmethyl)-7-(((3R,4S)-3-fluoro-1-methylpiperidin-4-yl)amino)-1,1-dioxidobenzo[b]thiophen C1(CC1)CC=1C2=C(S(C1)(=O)=O)C(=CC=C2)N[C@@H]2[C@@H](CN(CC2)C)F